1-(9Z,12Z-heptadecadienoyl)-2-(9Z-hexadecenoyl)-glycero-3-phosphoserine CCCCCC/C=C\CCCCCCCC(=O)O[C@H](COC(=O)CCCCCCC/C=C\C/C=C\CCCC)COP(=O)(O)OC[C@@H](C(=O)O)N